5-fluoro-1,3-dihydro-isoindole-2-carboxylic acid (2-dimethylamino-2-methyl-propyl)-amide CN(C(CNC(=O)N1CC2=CC=C(C=C2C1)F)(C)C)C